3-(6-bromo-2-pyridyl)-6-(1-methylcyclopropyl)imidazo[1,2-a]pyridine BrC1=CC=CC(=N1)C1=CN=C2N1C=C(C=C2)C2(CC2)C